(S)-5-fluoro-3-methyl-isobenzofuran FC1=CC2=C(OC=C2C=C1)C